C(C)C1=C(OC(C(=O)OCC)(C)C)C(=CC(=C1)CN1N=CN(C1=O)C1=CC=C(C=C1)C(F)(F)F)CC Ethyl 2-(2,6-diethyl-4-((5-oxo-4-(4-(trifluoromethyl) phenyl)-4,5-dihydro-1H-1,2,4-triazol-1-yl)methyl)phenoxy)-2-methylpropionate